diglycerin distearate C(CCCCCCCCCCCCCCCCC)(=O)O.C(CCCCCCCCCCCCCCCCC)(=O)O.OCC(O)CO.OCC(O)CO